NCCNC1=NC=CC(=N1)OC1=CC2=C([C@@H](OB2O)CC(=O)O)C(=C1)C [(3S)-6-({2-[(2-aminoethyl)amino]pyrimidin-4-yl}oxy)-1-hydroxy-4-methyl-1,3-dihydro-2,1-benzoxaborol-3-yl]acetic acid